CCCC(=O)OC1=CC=C(C=C1)C2(C3=CC=CC=C3C(=O)O2)C4=CC=C(C=C4)OC(=O)CCC phenolphthalein dibutyrate